CC([O-])C.CC([O-])C.CC([O-])C.CC([O-])C.[Ti+4] titanium(IV) tetra(isopropoxide)